2-[3-[2-[2-(2,6-dioxo-3-piperidyl)-1,3-dioxo-isoindolin-5-yl]ethynyl]azetidin-1-yl]acetic acid trifluoroacetate FC(C(=O)O)(F)F.O=C1NC(CCC1N1C(C2=CC=C(C=C2C1=O)C#CC1CN(C1)CC(=O)O)=O)=O